C(C1=CC=CC=C1)N(C1(CC1)C(CO)CO)C 2-[1-[benzyl-(methyl)amino]cyclopropyl]propane-1,3-diol